2-((tert-butoxycarbonyl)amino)-2-phenylpropionic acid C(C)(C)(C)OC(=O)NC(C(=O)O)(C)C1=CC=CC=C1